C(C)(C)(C)C1=CC=C(C=C1)C(C(=O)OC)=[N+]=[N-] methyl 2-(4-(tert-butyl) phenyl)-2-diazoacetate